CC1=CC=C(OCC(=O)N(CC2OCCC2)C2=CC=CC=C2)C=C1 2-(4-methylphenoxy)-N-phenyl-N-(tetrahydro-furan-2-ylmethyl)acetamide